OC1=C(C(/C=C/C2=CC(=C(C=C2)OC)[N+](=O)[O-])=O)C=CC=C1 2'-Hydroxy-4-methoxy-3-nitrochalcone